NC1=C2C(=NC=N1)N(N=C2N2C(=CC1=CC=CC=C21)C(=O)NCC2CC2)C(C)(C)C (4-amino-1-tert-butyl-pyrazolo[3,4-d]pyrimidin-3-yl)-N-(cyclopropylmethyl)-1H-indole-2-carboxamide